5-methyl-7-[2-(2,2,2-trifluoroethoxy)phenyl]-1H-pyrrolo[3,4-c]pyridine-3,6(2H,5H)-dione CN1C=C2C(=C(C1=O)C1=C(C=CC=C1)OCC(F)(F)F)CNC2=O